(R)-2-(benzyl((S)-2-(2,4-difluorobenzyl)butyl)amino)-2-phenylethan-1-ol C(C1=CC=CC=C1)N([C@@H](CO)C1=CC=CC=C1)C[C@@H](CC)CC1=C(C=C(C=C1)F)F